[Cu].P.P bisphosphine copper